((6-bromo-1-fluoronaphthalen-2-yl) oxy) nicotinate C(C1=CN=CC=C1)(=O)OOC1=C(C2=CC=C(C=C2C=C1)Br)F